CN1C(C(=C(C=C1)[O-])NC(N[C@@H](CC(=O)[O-])C=1C=C(C=C(C1)C(F)(F)F)C1=CC=CC=C1)=O)=O.[Na+].[Na+] sodium (S)-3-(3-(1-methyl-4-oxido-2-oxo-1,2-dihydropyridin-3-yl)ureido)-3-(5-(trifluoromethyl) biphenyl-3-yl)propanoate